bromocarbon Br[C]